1-(5-(1,8-naphthyridin-3-yl)pyrrolo[2,1-f][1,2,4]triazin-2-yl)cyclohexane-1,4-diamine N1=CC(=CC2=CC=CN=C12)C=1C=CN2N=C(N=CC21)C2(CCC(CC2)N)N